N-ethyl-N-(2-hydroxy-3-sulfopropyl)-3-methylaniline sodium [Na].C(C)N(C1=CC(=CC=C1)C)CC(CS(=O)(=O)O)O